[N-](S(=O)(=O)C(F)(F)F)S(=O)(=O)C(F)(F)F.C(C=C)N1C=[N+](C=C1)C 1-allyl-3-methylimidazolium bis(trifluoromethanesulfonyl)imide salt